1-((tert-Butoxycarbonyl)oxy)ethyl 3-((4-carbamoyl-2,6-difluorophenoxy)methyl)-4-chlorobenzo[b]thiophene-2-carboxylate C(N)(=O)C1=CC(=C(OCC=2C3=C(SC2C(=O)OC(C)OC(=O)OC(C)(C)C)C=CC=C3Cl)C(=C1)F)F